ClC1=C(C=NN(C1=O)C1OCCN1)N1CC2=C(CC1)N(N=C2C(=O)N(C)C)CC2=C(C=CC=C2)C(F)F 5-[5-chloro-1-(oxazolidin-2-yl)-6-oxo-1,6-dihydropyridazin-4-yl]-1-[[2-(difluoromethyl)phenyl]methyl]-N,N-dimethyl-1h,4h,5h,6h,7h-pyrazolo[4,3-c]pyridine-3-carboxamide